[Au+].C1(CCCCC1)P(C1CCCCC1)C1CCCCC1 (tricyclohexylphosphine) gold (I)